5,12-dibutyl-3,10-difluoroquinolino(2,3-b)acridine-7,14(5H,12H)-dione C(CCC)N1C=2C=C3C(=CC2C(C=2C=CC(=CC12)F)=O)N(C1=CC(=CC=C1C3=O)F)CCCC